3-amino-3-(4-amino-7-methyl-5-{4-[(6-methylpyridin-2-yl)oxy]phenyl}-7H-pyrrolo[2,3-d]pyrimidin-6-yl)pyrrolidine-1-carboxylic acid tert-butyl ester C(C)(C)(C)OC(=O)N1CC(CC1)(C1=C(C2=C(N=CN=C2N)N1C)C1=CC=C(C=C1)OC1=NC(=CC=C1)C)N